Methyl 4-[(1S)-1-[[4-[2-(3-chlorophenoxy)ethyl-methyl-amino]tetrahydropyran-4-carbonyl]amino]ethyl]benzoate ClC=1C=C(OCCN(C2(CCOCC2)C(=O)N[C@@H](C)C2=CC=C(C(=O)OC)C=C2)C)C=CC1